5-amino-N-hydroxy-2-[4-(trifluoromethyl)anilino]pyridine-3-carboxamidine NC=1C=C(C(=NC1)NC1=CC=C(C=C1)C(F)(F)F)C(=N)NO